Cl.NCCCNC(OCC=C)=O allyl N-(3-aminopropyl)carbamate hydrochloride